N-(4-amino-1H-pyrazolo[4,3-c]pyridin-7-yl)-2-oxo-2-[rac-(2R,5R)-2-(2-ethylpyrazol-3-yl)-5-methyl-1-piperidyl]acetamide NC1=NC=C(C2=C1C=NN2)NC(C(N2[C@H](CC[C@H](C2)C)C=2N(N=CC2)CC)=O)=O |r|